C(C)(C)(C)OC(=O)N([C@H](C(=O)O)CC1=CC=C(C=C1)OC)C (S)-2-((tert-Butoxycarbonyl)(methyl)amino)-3-(4-methoxyphenyl)propanoic acid